FC(C1=C(C(C2=CC=CC=C2)OC2CN(C2)C(=O)NCC2=CC=CC=C2)C=CC=C1)(F)F 3-[2-(trifluoromethyl)benzhydryloxy]-N-(benzyl)azetidine-1-carboxamide